FC=1C=NN2C1C=C(C=C2C#N)CN2C[C@H](CCC2)C 3-fluoro-5-{[(3S)-3-methylpiperidin-1-yl]methyl}pyrazolo[1,5-a]pyridine-7-carbonitrile